4-bromo-8-chloroimidazo[1,2-a]1,6-naphthyridine BrC=1C=2N(C3=CC(=NC=C3C1)Cl)C=CN2